ClC(C(O)CC(=O)N)(Cl)Cl (2,2,2-trichloro-1-hydroxyethyl)acetamide